ClC1=NC(=NC(=C1)Cl)C(=O)OC(C)(C)C tert-butyl 4,6-dichloropyrimidine-2-carboxylate